N[C@@H]1[C@@H](CC1)CNC(=O)C1=CN(CCS1)C1=C2C(=NC=C1)NC=C2C |o1:1,2| Rel-N-(((1S,2S)-2-aminocyclobutyl)methyl)-4-(3-methyl-1H-pyrrolo[2,3-b]pyridin-4-yl)-3,4-dihydro-2H-1,4-thiazine-6-carboxamide